ClC=1C=C(C=CC1)SSC1=CC(=CC=C1)Cl m-chlorophenyl disulfide